ClC1=C(C=CC=C1)COC1=CC=C(C=C1)C1C=2C(NC(C1)=O)=NNC2 4-{4-[(2-chlorophenyl)methoxy]phenyl}-2H,4H,5H,6H,7H-pyrazolo[3,4-b]pyridin-6-one